2-[6-amino-5-[8-[2-[3-(3-methoxy-3-methyl-azetidin-1-yl)prop-1-ynyl]-4-pyridinyl]-3,8-diazabicyclo[3.2.1]oct-3-yl]pyridazin-3-yl]phenol NC1=C(C=C(N=N1)C1=C(C=CC=C1)O)N1CC2CCC(C1)N2C2=CC(=NC=C2)C#CCN2CC(C2)(C)OC